OC1=NC=CC(=N1)C(=O)O 2-HYDROXYPYRIMIDINE-4-CARBOXYLIC ACID